NC1=C(C=C(C=C1Cl)C1=C2CN(C(C2=C(C=C1)OC)=O)CC(C(=O)N)=C)Cl 2-[[4-(4-amino-3,5-dichloro-phenyl)-7-methoxy-1-oxo-isoindolin-2-yl]methyl]prop-2-enamide